[C@H]12C3=CC=CC=C3[C@H](C(C1)C(=O)O)O2 (1R,8S)-11-Oxa-tricyclo[6.2.1.02,7]undeca-2,4,6-triene-9-carboxylic acid